CS(=O)(=O)C1=NC=CC=C1NC(CC)=O N-(2-methanesulfonylpyridin-3-yl)propanamide